FC1=CC=C(C(=N1)C)OC1=C(C(=O)NC2=CC(=C(C=C2)F)[S@](=O)(=N)C)C(=C(C=N1)C(F)(F)F)C (S)-2-((6-fluoro-2-methylpyridin-3-yl)oxy)-N-(4-fluoro-3-(S-methylsulfonimidoyl)phenyl)-4-methyl-5-(trifluoromethyl)nicotinamide